COC=1C=CC(NC1)=O 5-methoxy-2-oxopyridine